C1(=CC=CC2=CC=CC=C12)C#CCOC1(C=CC(C=C1)=O)C 4-((3-naphthylprop-2-yn-1-yl)oxy)-4-methylcyclohexa-2,5-dien-1-one